C[C@H]1N[C@H](CC1)C (2R,5S)-2,5-dimethylpyrrolidine